CC=1N=C2N(N=C(C=C2C)C=2C=CC3=C(C=NN(C3=O)C3C[C@H](N[C@@H](C3)C)C)N2)C1 2-(2,8-dimethylimidazo[1,2-b]pyridazin-6-yl)-6-[(2R,6R)-2,6-dimethyl-4-piperidyl]pyrido[2,3-d]pyridazin-5-one